C(#N)C1=CC=C(C=C1)C1=CC(=NN1C(F)F)C(=O)NC1CC2(C1)CC(C2)OC2=C(C=C1C(=N2)N(N=C1)C)C(N)=O 5-(4-cyanophenyl)-1-(difluoromethyl)-N-[(4s)-6-({5-carbamoyl-1-methyl-1H-pyrazolo[3,4-b]pyridin-6-yl}oxy)spiro[3.3]heptan-2-yl]-1H-pyrazole-3-carboxamide